[B].[B].N12C[C@H](C(CC1)CC2)CC=O (S)-(2-(quinuclidin-3-yl)acetaldehyde) diboron